ClC1=C(C=CC=C1Cl)N1CCN(CC1)C(CC1(C(CCCC1)=O)F)=C=O (2-(4-(2,3-dichlorophenyl)piperazin-1-yl)-2-carbonylethyl)-2-fluorocyclohexane-1-one